(3S)-3-(benzyloxycarbonylamino)-3-methyl-4,7-dihydro-2H-azepine-1-carboxylic acid tert-butyl ester C(C)(C)(C)OC(=O)N1C[C@@](CC=CC1)(C)NC(=O)OCC1=CC=CC=C1